ClC1=C(C=C(OCC(=O)NC23CC(C2)(C3)NC3=NC=2N(C=C3)N=CC2)C=C1)F 2-(4-chloro-3-fluorophenoxy)-N-{3-[(pyrazolo[1,5-a]pyrimidin-5-yl)amino]bicyclo[1.1.1]pentan-1-yl}acetamide